COBALT(II) HYDROXIDE [Co](O)O